BrC1=CN=CC2=C1OC(C(N2)=O)C2CC2 8-bromo-2-cyclopropyl-2H-pyrido[4,3-b][1,4]oxazin-3(4H)-one